Cl.C1(CC1)OCCN 2-(cyclopropoxy)ethylamine hydrochloride